C(CCC)C1=NC(=C(N1CC1=CC=C(C=C1)C1=C(C=CC=C1)C=1[N-]N=NN1)CO)Cl [2-butyl-5-chloro-3-[[4-[2-(1,2,3-triaza-4-azanidacyclopenta-2,5-dien-5-yl)phenyl]phenyl]methyl]imidazol-4-yl]methanol